C1=CC=CC=2C3=CC=CC=C3C(C12)COC(=O)N[C@H](CC(=O)O)C(=O)OCC1=CC=CC=C1 (S)-3-((((9H-fluoren-9-yl)methoxy)carbonyl)amino)-4-(benzyloxy)-D-4-oxobutanoic acid